bis(2,4,6-trimethylbenzoyl)-(1-phenylethen-1-yl)-phosphine CC1=C(C(=O)P(C(=C)C2=CC=CC=C2)C(C2=C(C=C(C=C2C)C)C)=O)C(=CC(=C1)C)C